[Na+].O1C(CCCC1)C1=C(C=CC=C1)CS(=O)(=O)[O-] (2-(tetrahydro-2H-pyran-2-yl)phenyl)methanesulphonic acid sodium salt